(R)-4-(1-(3-chloro-4-(2-methylbenzoylamino)benzenesulfonylamino)ethyl)piperidine-1-carboxylic acid tert-butyl ester C(C)(C)(C)OC(=O)N1CCC(CC1)[C@@H](C)NS(=O)(=O)C1=CC(=C(C=C1)NC(C1=C(C=CC=C1)C)=O)Cl